BrC1=C(C=CC(=C1)F)C1N=C(NC(=C1C(=O)OCC)CNC(CC)=O)C=1SC=CN1 ethyl 4-(2-bromo-4-fluorophenyl)-6-((N-methylacetylamino) methyl)-2-(thiazol-2-yl)-1,4-dihydropyrimidine-5-carboxylate